BrC=1C=CC2=C(C(OC3=CC(=CC=C23)O[Si](C(C)(C)C)(C)C)=O)C1 8-bromo-3-((dimethyl(tert-butyl)silyl)oxy)-6H-benzo[c]chromen-6-one